tert-Butyl 4-((2-((4-chloro-2-(fluoromethyl)phenoxy)methyl)pyridin-4-yl)oxy)piperidine-1-carboxylate ClC1=CC(=C(OCC2=NC=CC(=C2)OC2CCN(CC2)C(=O)OC(C)(C)C)C=C1)CF